5-(5-(4-((3-hydroxypiperidin-1-yl)methyl)phenyl)-1H-pyrrolo[2,3-b]pyridin-3-yl)-2-isopropoxybenzonitrile OC1CN(CCC1)CC1=CC=C(C=C1)C=1C=C2C(=NC1)NC=C2C=2C=CC(=C(C#N)C2)OC(C)C